3-(1-cyanocyclopropyl)-N-[1-[2-[5-(difluoromethoxy)pyrimidin-2-yl]-1,2,4-triazol-3-yl]ethyl]-5-(trifluoromethyl)benzamide C(#N)C1(CC1)C=1C=C(C(=O)NC(C)C=2N(N=CN2)C2=NC=C(C=N2)OC(F)F)C=C(C1)C(F)(F)F